CC(=O)[C@H]1CC[C@@H]2[C@@]1(CC[C@H]3[C@H]2CC=C4[C@@]3(CCC(=O)C4)C)C The molecule is a C21-steroid that is pregnane which contains a double bond between positions 5 and 6 and is substituted by oxo groups at positions 3 and 20. It is a 20-oxo steroid, a C21-steroid and a 3-oxo-Delta(5)-steroid. It derives from a hydride of a pregnane.